BrC=1C=C2C(NC(=NC2=C(C1F)I)C)=O 6-bromo-7-fluoro-8-iodo-2-methyl-quinazolin-4(3H)-one